tert-butyl 6-(1-benzylpyridin-1-ium-4-yl)oxy-2-azaspiro[3.3]heptane-2-carboxylate C(C1=CC=CC=C1)[N+]1=CC=C(C=C1)OC1CC2(CN(C2)C(=O)OC(C)(C)C)C1